S(N)(OCC[C@@H]1OC(O[C@H]1C1=CC=CC=C1)(C)C)(=O)=O 2-((4S,5S)-5-phenyl-2,2-dimethyl-1,3-dioxolan-4-yl)ethyl sulfamate